FC(OC=1C=C(C=CC1C)C1CCN(CC1)C(=O)C1CC2(C1)NC(OC2)=O)F (2s,4s)-2-(4-(3-(difluoromethoxy)-4-methylphenyl)piperidine-1-carbonyl)-7-oxa-5-azaspiro[3.4]octan-6-one